methyl 3-iodo-4-oxo-2-(trifluoromethyl)-4H-pyrido[1,2-a]pyrimidine-8-carboxylate IC1=C(N=C2N(C1=O)C=CC(=C2)C(=O)OC)C(F)(F)F